bis(laurate) titanium [Ti+2].C(CCCCCCCCCCC)(=O)[O-].C(CCCCCCCCCCC)(=O)[O-]